CN\C=C\CCl (E)-1-methylamino-3-chloro-propene